COC(=O)C1=C(N(C(=CC1=O)C)CC)C1=CC(=C(C=C1)Cl)Cl 2-(3,4-dichlorophenyl)-1-ethyl-6-methyl-4-oxo-pyridine-3-carboxylic acid methyl ester